2-((1-(6,8-Difluoro-1-oxo-1,2-dihydroisoquinolin-4-yl)ethyl)amino)ethane-1-sulfonamide FC=1C=C2C(=CNC(C2=C(C1)F)=O)C(C)NCCS(=O)(=O)N